N=C(CCCSCCC(=O)OCCCCCCCCCCCCCCCC)NNC(CCCCCCCCCCCCCCCCC)=O hexadecyl 3-((4-imino-4-(2-stearoylhydrazineyl)butyl)thio)propanoate